C1(=CC=CC=C1)N1N=CC(=C1)C=1C=C2C(=CNC2=CC1)NC(=O)NC1=CC=C(C=C1)SC(F)(F)F 1-(5-(1-phenyl-1H-pyrazol-4-yl)-1H-indol-3-yl)-3-(4-((trifluoromethyl)thio)phenyl)urea